6-bromo-2-(2,2-difluoroethyl)-7-methoxy-2H-indazole BrC=1C=CC2=CN(N=C2C1OC)CC(F)F